diethyl difumarate C(\C=C\C(=O)[O-])(=O)OCC.C(\C=C\C(=O)[O-])(=O)OCC